FC(C(=O)[O-])(F)F.ClC1=NC=2CCCCC2C(=N1)N1C=2C=CC(=[NH+]C2CCC1)C(C)NC(C1=CC=C(C=C1)Cl)=O 5-(2-chloro-5,6,7,8-tetrahydroquinazolin-4-yl)-2-(1-(4-chlorobenzamido)ethyl)-5,6,7,8-tetrahydro-1,5-naphthyridin-1-ium 2,2,2-trifluoroacetate